(S)-6-ethyl-N-((S)-1-(5-(5-methoxy-2-methyl-2H-indazol-6-yl)-1H-imidazol-2-yl)-7-oxononyl)-6-azaspiro[2.5]octane-1-carboxamide C(C)N1CCC2(C[C@@H]2C(=O)N[C@@H](CCCCCC(CC)=O)C=2NC(=CN2)C=2C(=CC3=CN(N=C3C2)C)OC)CC1